5-benzoyloxybenzo[c]isoxazole C(C1=CC=CC=C1)(=O)OC1=CC=2C(=NOC2)C=C1